N-hydroxy-1-(4-(trifluoromethoxy)phenyl)cyclopropane-1-carboxamidine ONC(=N)C1(CC1)C1=CC=C(C=C1)OC(F)(F)F